N[C@@H](COC(CC)=O)C(CCCCCCCCC)OC(C)(C)C (S)-2-Amino-3-tert-butoxydodecylpropionate